(±)-2,2'-(1,9-dioxa-4,12-diazadispiro[4.2.48.25]tetradecane-4,12-diyl)bis(ethan-1-ol) O1CCN(C12CCC1(OCCN1CCO)CC2)CCO